2-(tert-butyl)-4-ethyl-6-methyl-phenol C(C)(C)(C)C1=C(C(=CC(=C1)CC)C)O